Tert-butyl (2-((2,3-dihydro-1H-inden-2-yl)carbamoyl)-6-((2-fluoro-3-methylphenyl)-amino)pyridin-4-yl)carbamate C1C(CC2=CC=CC=C12)NC(=O)C1=NC(=CC(=C1)NC(OC(C)(C)C)=O)NC1=C(C(=CC=C1)C)F